FC1=CC=C(C=C1)[C@](C)(N)C=1C=NC(=NC1)N1CCN(CC1)C1=NC=NN2C1=CC(=C2)C=2C=NN(C2)C (1S)-1-(4-fluorophenyl)-1-[2-[4-[6-(1-methylpyrazol-4-yl)pyrrolo[2,1-f][1,2,4]triazin-4-yl]piperazin-1-yl]pyrimidin-5-yl]ethanamine